1,2,3-triazoloquinoxaline N1N=NC=2C=CC=3N=CC=NC3C21